COC(C(CN(CC1=CC=C(C=C1)Cl)CC1=CC=C(C=C1)Cl)Br)=O 3-(bis(4-chlorobenzyl))amino-2-bromopropionic acid methyl ester